(S)-N-(2-(1-cyclopropyl-2-methoxyethyl)-3-oxoisoindolin-4-yl)-6,7-dihydro-5H-cyclopenta[b]pyridine-4-carboxamide C1(CC1)[C@@H](COC)N1CC2=CC=CC(=C2C1=O)NC(=O)C1=C2C(=NC=C1)CCC2